(2,2-bis(mercaptomethylthio)ethyl)methane SCSC(CC)SCS